OC[C@H](C1=CC=CC=C1)NC1=CC(=NC=C1C1=NC(=NO1)C12CCN(CC1)CC2)NC=2C=C1C(C(OC(C1=CC2)=O)C)(C)C 6-((4-(((S)-2-hydroxy-1-phenylethyl)amino)-5-(3-(quinuclidin-4-yl)-1,2,4-oxadiazol-5-yl)pyridin-2-yl)amino)-3,4,4-trimethylisochroman-1-one